7-oxo-7-((3-pentyloctyl)oxy)heptanoic acid O=C(CCCCCC(=O)O)OCCC(CCCCC)CCCCC